methyl 2-(1-(3-fluoro-4-sulfamoylbenzyl)-7-methoxy-1H-imidazo[4,5-c][1,8]naphthyridin-2-yl)acetate FC=1C=C(CN2C(=NC=3C=NC=4N=C(C=CC4C32)OC)CC(=O)OC)C=CC1S(N)(=O)=O